7-bromo-4-methyl-1,2,3,4-tetrahydropyrazino[1,2-b]indazole BrC1=CC=CC2=C3N(N=C12)C(CNC3)C